C(C)(C)(C)OC(=O)N1N=CC2=CC(=CC(=C12)C)C[C@H](C(=O)OC)OC(=O)OC1=CC=C(C=C1)[N+](=O)[O-] (R)-5-(3-methoxy-2-(((4-nitrophenoxy)carbonyl)oxy)-3-oxopropyl)-7-methyl-1H-indazole-1-carboxylic acid tert-butyl ester